3-hydroxy-4-amino-5-nitro-N,N-dimethyl-benzamide OC=1C=C(C(=O)N(C)C)C=C(C1N)[N+](=O)[O-]